3-(4-(2,5-Diazabicyclo[2.2.2]octan-2-yl)-8-fluoro-2-(((2R,7aS)-2-fluorotetrahydro-1H-pyrrolizin-7a(5H)-yl)methoxy)pyrido[4,3-d]pyrimidin-7-yl)-5-chloro-4-(trifluoromethyl)phenol C12N(CC(NC1)CC2)C=2C1=C(N=C(N2)OC[C@]23CCCN3C[C@@H](C2)F)C(=C(N=C1)C=1C=C(C=C(C1C(F)(F)F)Cl)O)F